N[C@@H]1[C@@H](OCC12CCN(CC2)C=2N=CC(=NC2)SC=2C(=C1C(N(C=NC1=CC2)CC2N(CCC2)C)=O)Cl)C 6-((5-((3S,4S)-4-amino-3-methyl-2-oxa-8-azaspiro[4.5]decan-8-yl)pyrazin-2-yl)thio)-5-chloro-3-((1-methylpyrrolidin-2-yl)methyl)quinazolin-4(3H)-one